C(C)C=1N(C(C2=C(N1)C=CN2C)=O)C 2-Ethyl-3,5-dimethyl-3,5-dihydro-4H-pyrrolo[3,2-d]pyrimidin-4-one